C(#N)CC1N(CCN(C1)C=1C2=C(N=C(N1)OC[C@H]1N(CCC1)C)CNCC2)C(=O)OC(C)(C)C tert-butyl 2-(cyanomethyl)-4-[2-[[(2S)-1-methylpyrrolidin-2-yl]methoxy]-5,6,7,8-tetrahydropyrido[3,4-d]pyrimidin-4-yl]piperazine-1-carboxylate